2-(4-chlorophenyl)-4-[[4-(4-methylphenyl)-1-piperazinyl]carbonyl]-1(2H)-phthalazinone ClC1=CC=C(C=C1)N1C(C2=CC=CC=C2C(=N1)C(=O)N1CCN(CC1)C1=CC=C(C=C1)C)=O